(R)-2-(4-((6-((5-fluoro-4-(4-fluoro-1-isopropyl-2-methyl-1H-benzo[d]imidazol-6-yl)pyrimidin-2-yl)amino)pyridin-3-yl)methyl)-2-methylmorpholin-2-yl)acetic acid FC=1C(=NC(=NC1)NC1=CC=C(C=N1)CN1C[C@@](OCC1)(C)CC(=O)O)C=1C=C(C2=C(N(C(=N2)C)C(C)C)C1)F